4-chloropentylmethoxymethyl ether ClC(CCCC(OC)OC(CCCC(C)Cl)OC)C